[C-]#N.C(CCCCCCC)[NH+]1C(=CC=C1)CC 1-Octyl-2-ethylpyrrolium cyanide